ClCC1=CC=C(OCC2CCOCC2)C=C1 4-[[4-(Chloromethyl)phenoxy]methyl]tetrahydro-2H-pyran